C(C)(C)(C)OC(=O)N1CCC(CC1)CC(COC1=CC(=C(C=C1)Br)C)C.C(C)NC1=NC(=C2C(=N1)N(N=C2)C)NCC2=CC=C(C=N2)S(=O)(=O)N 6-(((6-(Ethylamino)-1-methyl-1H-pyrazolo[3,4-d]pyrimidin-4-yl)amino)methyl)pyridine-3-sulfonamide tert-Butyl-4-(3-(4-bromo-3-methylphenoxy)-2-methylpropyl)piperidine-1-carboxylate